methyl 1-propoxy-7-((4-((3,5,6-trimethylpyrazin-2-yl) methyl) piperazin-1-yl) methyl)-1,4a,5,7a-tetrahydrocyclopenta[c]pyran-4-carboxylate C(CC)OC1OC=C(C2C1C(=CC2)CN2CCN(CC2)CC2=NC(=C(N=C2C)C)C)C(=O)OC